NC1=C(N=CC(=N1)N1CCC2(CC1)[C@@H](CC=1C2=NC=CC1)N)SC1=C(C(=NC=C1)N)Cl (R)-1'-(6-amino-5-((2-amino-3-chloropyridin-4-yl)thio)pyrazin-2-yl)-5,6-dihydrospiro[cyclopenta[b]pyridine-7,4'-piperidin]-6-amine